S1C(SCC1)C1=C(C(=O)O)C=CC=C1 (1,3-dithiolan-2-yl)benzoic acid